3-(2-chloro-3-(1,4-benzodioxan-6-yl)anilino)-1-methyl-6-chloropyrazolo[4,5-b]pyridin ClC1=C(NC2=NN(C=3C2=NC=C(C3)Cl)C)C=CC=C1C1=CC3=C(OCCO3)C=C1